BrC1=CC(=C(C=C1)C(CO[Si](C)(C)C(C)(C)C)(F)F)Cl [2-(4-bromo-2-chlorophenyl)-2,2-difluoroethoxy]-tert-butyl-dimethylsilane